2-(4-(3-(1-(5-chloropyrimidin-2-yl)piperidin-4-yl)propoxy)-2-fluorophenyl)-1-(3-((((2S,3R,4R,5R)-2,3,4,5,6-pentahydroxyhexyl)amino)methyl)azetidin-1-yl)ethan-1-one ClC=1C=NC(=NC1)N1CCC(CC1)CCCOC1=CC(=C(C=C1)CC(=O)N1CC(C1)CNC[C@@H]([C@H]([C@@H]([C@@H](CO)O)O)O)O)F